S1C(=NC2=C1C=CC=C2)C2=CC=C(C=C2)O 4-(benzo[d]thiazole-2-yl)phenol